(1S,2S)-2-(1H-benzo[d]imidazol-2-yl)-N-((S)-1-oxo-1-(((6-(trifluoromethyl)pyridin-3-yl)methyl)amino)propan-2-yl)cyclopropane-1-carboxamide Iron isophthalate C(C1=CC(C(=O)[O-])=CC=C1)(=O)[O-].[Fe+2].N1C(=NC2=C1C=CC=C2)[C@@H]2[C@H](C2)C(=O)N[C@H](C(NCC=2C=NC(=CC2)C(F)(F)F)=O)C